N-[4-(3-bromobenzenesulfonyl)-2-ethylphenyl]pyridine-2-carboxamide BrC=1C=C(C=CC1)S(=O)(=O)C1=CC(=C(C=C1)NC(=O)C1=NC=CC=C1)CC